CN1C(CC2=CC(=CC=C12)CNC(OC(C)(C)C)=O)=O tert-butyl N-[(1-methyl-2-oxo-indolin-5-yl)methyl]carbamate